3,5-BIS(TRIFLUOROMETHYL)BENZYLISOCYANIDE FC(C=1C=C(C[N+]#[C-])C=C(C1)C(F)(F)F)(F)F